1,1,2,2-tetrafluoro-4-hydroxybutane-1-sulfinic acid sodium salt [Na+].FC(C(CCO)(F)F)(S(=O)[O-])F